NC1=C(C=2C(=NC=C(C2S1)F)C=1C2=C(C=3C=NC(=NC3C1F)N1C[C@H](CC1)N1CC(C1)CN(C)C)COC2)C#N 2-Amino-4-(3-((S)-3-(3-((dimethylamino)methyl)azetidin-1-yl)pyrrolidin-1-yl)-5-fluoro-7,9-dihydrofuro[3,4-f]quinazolin-6-yl)-7-fluorothieno[3,2-c]pyridine-3-carbonitrile